1-dodecanoyl-2-docosanoyl-glycero-3-phospho-(1'-sn-glycerol) CCCCCCCCCCCCCCCCCCCCCC(=O)O[C@H](COC(=O)CCCCCCCCCCC)COP(=O)(O)OC[C@H](CO)O